CN1N=CC(=N1)C1=CC=C(C=C1)CNC1=NC=NC(=C1)C1=CN=C2N1C=CC(=C2)OCCCNC2COC2 N-{[4-(2-methyl-2H-1,2,3-triazol-4-yl)phenyl]methyl}-6-(7-{3-[(oxetan-3-yl)amino]propoxy}imidazo[1,2-a]pyridin-3-yl)pyrimidin-4-amine